C1(CCC1)CN(C(=O)OCC1=C(C=NN1C)C=1N=C(C(=NC1)O[C@@H]1C[C@H](CC1)C(=O)OCC)C)C |r| (±)-Trans-ethyl 3-((5-(5-((((cyclobutylmethyl)(methyl)carbamoyl)oxy) methyl)-1-methyl-1H-pyrazol-4-yl)-3-methylpyrazin-2-yl)oxy)cyclopentanecarboxylate